C(C)S(=O)(=O)C1=NC=2C3=C(CCC2C=N1)N=C(S3)NC(C)=O N-[8-(ethanesulfonyl)-4H,5H-[1,3]thiazolo[4,5-h]quinazolin-2-yl]acetamide